The molecule is a monosaccharide derivative that is hydroquinone attached to a beta-D-glucopyranosyl residue at position 4 via a glycosidic linkage. It has a role as a plant metabolite and an Escherichia coli metabolite. It is a beta-D-glucoside and a monosaccharide derivative. It derives from a hydroquinone. C1=CC(=CC=C1O)O[C@H]2[C@@H]([C@H]([C@@H]([C@H](O2)CO)O)O)O